(E)-N-(2-(6-methoxy-2-oxo-2,3-dihydro-1,3-benzoxazol-3-yl)ethyl)-3-(4-methoxyphenyl)acrylamide COC1=CC2=C(N(C(O2)=O)CCNC(\C=C\C2=CC=C(C=C2)OC)=O)C=C1